2-(7-(5-(chlorodifluoromethyl)-1,2,4-oxadiazol-3-yl)imidazo[1,2-a]pyridin-2-yl)-N-((4-methoxybenzyl)(methyl)(oxo)-λ6-sulfaneylidene)acetamide ClC(C1=NC(=NO1)C1=CC=2N(C=C1)C=C(N2)CC(=O)N=S(=O)(C)CC2=CC=C(C=C2)OC)(F)F